1-(4-(2-((5-(1H-pyrazol-4-yl)thiazolo[5,4-b]pyridin-2-yl)amino)pyridin-4-yl)piperazin-1-yl)-3-(dimethylamino)propan-1-one N1N=CC(=C1)C1=CC=C2C(=N1)SC(=N2)NC2=NC=CC(=C2)N2CCN(CC2)C(CCN(C)C)=O